NC1=C(C=C(N=N1)C1=C(C=CC=C1)O)C#CC1(CCC2(OCCO2)CC1)OC 2-(6-amino-5-((8-methoxy-1,4-dioxaspiro[4.5]dec-8-yl)ethynyl)pyridazin-3-yl)phenol